C(C)(=O)OCCOC1=C(C=C2C(C(=CN(C2=C1)C1CC1)C=O)=O)F 2-[(1-cyclopropyl-6-fluoro-3-formyl-4-oxo-1,4-dihydroquinolin-7-yl)oxy]ethyl acetate